6-bromo-3-iodo-1-methyl-4-(trifluoromethyl)quinolin-2(1H)-one BrC=1C=C2C(=C(C(N(C2=CC1)C)=O)I)C(F)(F)F